C(N1N=C2C(=N1)C=C(C=C2C(C)(C)CC(C)(C)C)O)N2N=C1C(=N2)C=C(C=C1C(C)(C)CC(C)(C)C)O 2,2'-methylenebis(4-tert-octyl-6-benzotriazolol)